N-(2-bromopyridin-4-yl)-2-azabicyclo[3.1.0]hexane-3-carboxamide BrC1=NC=CC(=C1)NC(=O)C1NC2CC2C1